C1(CC1)C=1C=NC=C(C1)C1=NN=NN1 3-cyclopropyl-5-(1H-tetrazol-5-yl)pyridine